di(ethylphenoxymethyl)phenol C(C)C(OC1=CC=CC=C1)C=1C(=C(C=CC1)O)C(CC)OC1=CC=CC=C1